5-[[2-(4-amino-1,2,5-oxadiazol-3-yl)-7-fluoro-benzimidazol-1-yl]methyl]pyrazine-2-carbonitrile NC=1C(=NON1)C1=NC2=C(N1CC=1N=CC(=NC1)C#N)C(=CC=C2)F